ClC=1C(=NC(=NC1)N1CC2(CCC2)C[C@@H](C1)O)NC1=CC=2C3=C(C(N(C2C=C1)C)=O)OCC([C@@H](N3)C3CC3)(F)F (S)-10-((5-Chloro-2-((S)-8-hydroxy-6-azaspiro[3.5]nonan-6-yl)pyrimidin-4-yl)amino)-2-cyclopropyl-3,3-difluoro-7-methyl-1,2,3,4-tetrahydro-[1,4]oxazepino[2,3-c]chinolin-6(7H)-on